bromo-2'H-spiro[cyclopropane-1,1'-pyrazino[1,2-b]indazol]-3'(4'H)-one BrN1C2(C=3N(N=C4C=CC=CC34)CC1=O)CC2